Ethyl (E)-2-methyl-3-(4,4,5,5-tetramethyl-1,3,2-dioxaborolan-2-yl)but-2-enoate C/C(/C(=O)OCC)=C(\C)/B1OC(C(O1)(C)C)(C)C